C(=CC)B1N(B(N(B(N1C)C)C)C)C monopropenyl-pentamethyl-borazine